4-(4-(2-((4-(3-(3-amino-6-(2-hydroxyphenyl)pyridazin-4-yl)-3,8-diazabicyclo[3.2.1]octan-8-yl)pyridin-2-yl)oxy)ethyl)piperazin-1-yl)butanoic acid NC=1N=NC(=CC1N1CC2CCC(C1)N2C2=CC(=NC=C2)OCCN2CCN(CC2)CCCC(=O)O)C2=C(C=CC=C2)O